2-(cyanoamino)-6-(trifluoromethyl)pyridine-3-carbonitrile C(#N)NC1=NC(=CC=C1C#N)C(F)(F)F